N1=C(C=CC=C1)CC(=O)NC=1SC(=NN1)CCCCC=1N=NC(=CC1)NC(CC1=CC(=CC=C1)OC(F)(F)F)=O 2-(pyridin-2-yl)-N-(5-(4-(6-(2-(3-(trifluoromethoxy)phenyl)acetamido)pyridazin-3-yl)butyl)-1,3,4-thiadiazol-2-yl)acetamid